4-(8-(1-acryloylpyrrolidin-3-yl)quinazolin-6-yl)-N-(3-(trifluoromethyl)phenyl)benzamide C(C=C)(=O)N1CC(CC1)C=1C=C(C=C2C=NC=NC12)C1=CC=C(C(=O)NC2=CC(=CC=C2)C(F)(F)F)C=C1